C1(CCCCC1)C(C(=O)OC[C@H]1O[C@@]([C@@H]([C@@H]1O)O)(C#N)C1=CC=C2C(=NC=NN21)N)(C)C ((2R,3S,4R,5R)-5-(4-aminopyrrolo[2,1-f][1,2,4]triazin-7-yl)-5-cyano-3,4-dihydroxytetrahydrofuran-2-yl)methyl 2-cyclohexyl-2-methylpropanoate